4-cyanobenzaldehyde phenylhydrazone C1(=CC=CC=C1)NN=CC1=CC=C(C=C1)C#N